NC1=C(OCCCOC2=C(C=C(C=C2)N)N)C=CC(=C1)N 1,3-Bis-(2,4-diaminophenoxy)propan